CN1C2=C(C=C1C(=O)NC1=C(C(=CC=C1)CN1CCOCC1)COC1=CC=C(OC3CCN(CC3)C(=O)OC(C)(C)C)C=C1)SC=C2 tert-Butyl 4-[4-[[2-[(4-methylthieno[3,2-b]pyrrole-5-carbonyl)amino]-6-(morpholinomethyl)phenyl]methoxy]phenoxy]piperidine-1-carboxylate